((3aS,4R,7S,7aR)-2,2-dimethyl-4-((pyrazin-2-ylamino)methyl)tetrahydro-4H-[1,3]dioxolo[4,5-c]pyran-7-yl)-6-(trifluoromethyl)pyrazin-2-amine CC1(O[C@H]2[C@@H]([C@H](OC[C@@H]2C=2C(=NC(=CN2)C(F)(F)F)N)CNC2=NC=CN=C2)O1)C